(3-Cyano-4-methoxyphenyl)-4-((3-methoxy-6-methyl-2-nitrobenzyl)amino)cyclohexanecarboxamide C(#N)C=1C=C(C=CC1OC)C1(CCC(CC1)NCC1=C(C(=CC=C1C)OC)[N+](=O)[O-])C(=O)N